tert-butyl (1-aminoundecyl)carbamate NC(CCCCCCCCCC)NC(OC(C)(C)C)=O